1-(4-(4-((4-([1,2,4]triazolo[1,5-a]pyridin-7-yloxy)-3-methylphenyl)amino)pyrrolo[2,1-f][1,2,4]triazin-5-yl)azepan-1-yl)-2-((dimethylamino)methyl)prop-2-en-1-one N=1C=NN2C1C=C(C=C2)OC2=C(C=C(C=C2)NC2=NC=NN1C2=C(C=C1)C1CCN(CCC1)C(C(=C)CN(C)C)=O)C